C(C)(C)(C1=CC=CC=C1)C1=CC(=C(C=C1)O)CC=C 4-cumyl-2-(2-propenyl)phenol